(S)-3-(3-(4-hydroxy-1,6-dimethyl-2-oxo-1,2-dihydropyridin-3-yl)ureido)-3-(5-methoxy-2',6'-dimethylbiphenyl-3-yl)propanoic acid ethyl ester C(C)OC(C[C@@H](C=1C=C(C=C(C1)OC)C1=C(C=CC=C1C)C)NC(=O)NC=1C(N(C(=CC1O)C)C)=O)=O